COCCNC=1C(=NC(=CC1)C1=CNC2=C(C=CC=C12)C(F)(F)F)C N-(2-methoxyethyl)-2-methyl-6-[7-(trifluoromethyl)-1H-indol-3-yl]pyridin-3-amine